(6-(3-Methoxypropoxy)-4-methylpyridazin-3-yl)methanol COCCCOC1=CC(=C(N=N1)CO)C